O[C@@]1(C[C@H](O)[C@@H](CO)O1)N1C=NC=2C(=O)NC(N)=NC12 hydroxy-2'-deoxyguanosine